C(C)N(CCCC(=O)NC1=CC2=C(N3C(S2)=NC(=C3)C3=C(C(=O)NC)C=CC=C3F)C=C1)CC (7-(4-(diethylamino)butyrylamino)benzo[d]imidazo[2,1-b]thiazol-2-yl)-3-fluoro-N-methylbenzamide